[C@@H]12OC[C@@H](N(C1)[C@@H]1[C@@H](CNCC1)F)C2 (3R,4S)-4-((1S,4S)-2-oxa-5-azabicyclo[2.2.1]hept-5-yl)-3-fluoropiperidine